tri(3,5-dimethylphenyl)-phosphine CC=1C=C(C=C(C1)C)P(C1=CC(=CC(=C1)C)C)C1=CC(=CC(=C1)C)C